FC1=C(C(=CC(=C1)F)N1CCCC1)NC(N)=O 3-(2,4-difluoro-6-(pyrrolidin-1-yl)phenyl)urea